CN1N=CC(=C1)C=1N=C(C=2N(C1)N=CC2)C=2C=NN(C2)C2(CN(C2)CC#N)CC#N 2,2'-(3-(4-(6-(1-methyl-1H-pyrazol-4-yl)pyrazolo[1,5-a]pyrazin-4-yl)-1H-pyrazol-1-yl)azetidine-1,3-diyl)diacetonitrile